thiazol-4-amine hydrogen chloride salt Cl.S1C=NC(=C1)N